C(C)N1N=CC2=C1CN(C2)C(=O)C=2C=C1C=C(NC1=C(C2)C=2C(=NC(=CC2)CC)C)C2=CCCN(C2)C(=O)OC(C)(C)C tert-butyl 5-[5-(1-ethyl-4,6-dihydropyrrolo[3,4-c]pyrazole-5-carbonyl)-7-(6-ethyl-2-methyl-3-pyridyl)-1H-indol-2-yl]-3,6-dihydro-2H-pyridine-1-carboxylate